C(C)(C)(C)OC(=O)N[C@@H](C)C1=NC=NN1C1=CC(=NC=N1)NC(OC)=O methyl N-[6-[5-[(1S)-1-(tert-butoxycarbonylamino)ethyl]-1,2,4-triazol-1-yl]pyrimidin-4-yl]carbamate